BrC1=C2C=NNC2=CC(=C1)C1(CC(C1)C)C1=NN=CN1C 4-bromo-6-[3-methyl-1-(4-methyl-4H-1,2,4-triazol-3-yl)cyclobutyl]-1H-indazole